CC1N(CC(NC1C=1C=NNC1)C)C1=NC(=NC(=C1)OC)C1=CN=C2N1C=C(N=C2)C(F)(F)F 3-(4-(2,5-dimethyl-3-(1H-pyrazol-4-yl)piperazin-1-yl)-6-methoxypyrimidin-2-yl)-6-(trifluoromethyl)imidazo[1,2-a]pyrazine